ClC1=C(C(=CC=C1)Cl)NC(=O)N1C(C2=NN(C=C2C1)C(=O)[O-])(C)C 5-((2,6-dichlorophenyl) carbamoyl)-6,6-dimethyl-5,6-dihydropyrrolo[3,4-c]pyrazole-2(4H)-carboxylate